3-(4-hydroxy-3,5-di-tert-butylphenyl)propionic acid OC1=C(C=C(C=C1C(C)(C)C)CCC(=O)O)C(C)(C)C